C(=O)C1=C2C=CC(=CC2=CC=C1O)C#N 5-Formyl-6-hydroxy-2-naphthonitrile